O=C1NC(CCC1C=1C=C(CN2CCN(CC2)C2=CC=C(C(=O)NC=3C4=C(NN3)CN(C4)C([C@@H](C4=CC=CC=C4)OC)=O)C=C2)C=CC1)=O 4-(4-(3-(2,6-dioxopiperidin-3-yl)benzyl)piperazin-1-yl)-N-(5-((R)-2-methoxy-2-phenylacetyl)-1,4,5,6-tetrahydropyrrolo[3,4-c]pyrazol-3-yl)benzamide